[3,5-dichloro-2-(hydroxymethyl)-4-pyridinyl]acetic acid ClC=1C(=NC=C(C1CC(=O)O)Cl)CO